5-chloro-6-methyl-4-(5-methyl-3-(1-methyl-1H-indazol-5-yl)-1-(2-azaspiro[3.3]Hept-6-yl)-1H-pyrazol-4-yl)-1H-indazole trifluoroacetate FC(C(=O)O)(F)F.ClC=1C(=C2C=NNC2=CC1C)C=1C(=NN(C1C)C1CC2(CNC2)C1)C=1C=C2C=NN(C2=CC1)C